(R)-4-(2-(4-chloro-2-fluorophenyl)-2-methylbenzo[d][1,3]dioxan-4-yl)-5,6-dihydropyridine-1(2H)-carboxylic acid tert-butyl ester C(C)(C)(C)OC(=O)N1CC=C(CC1)C1C2=C(O[C@](O1)(C)C1=C(C=C(C=C1)Cl)F)C=CC=C2